2-((2-fluoro-4-(trifluoromethyl)phenyl)carbamoyl)-4-(methoxy-d3)-6-(4-(methylamino)phenyl)cyclohexane-1-carboxylic acid FC1=C(C=CC(=C1)C(F)(F)F)NC(=O)C1C(C(CC(C1)OC([2H])([2H])[2H])C1=CC=C(C=C1)NC)C(=O)O